P1(=O)(OC2=C(C=C(C=C2C(C)(C)C)C(C)(C)C)CCC2=C(C(=CC(=C2)C(C)(C)C)C(C)(C)C)O1)[O-].[K+] potassium 2,2'-ethylene-bis(4,6-di-tert-butylphenyl) phosphate